CC1(OCCC(C1)C1=NC2=CC=C(C=C2C=C1)CN1C[C@H]([C@@H](C1)COC)OC=1C=C2CN(C(C2=CC1)=O)[C@@H]1C(NC(CC1)=O)=O)C (3S)-3-(5-{[(3S,4S)-1-{[2-(2,2-dimethyloxan-4-yl)quinolin-6-yl]methyl}-4-(methoxymethyl)pyrrolidin-3-yl]oxy}-1-oxo-2,3-dihydro-1H-isoindol-2-yl)piperidine-2,6-dione